O[C@H]1CN(CC1)C(=O)C1=CC=C(C=N1)NC(O[C@@H](COC1=CC2=C(N=C(S2)C2=C3N=CC(=NC3=CC(=C2)C)OC)C=C1F)C)=O (R)-1-((5-fluoro-2-(2-methoxy-7-methylquinoxalin-5-yl)benzo[d]thiazol-6-yl)oxy)propan-2-yl (6-((R)-3-hydroxypyrrolidine-1-carbonyl)pyridin-3-yl)carbamate